3-(2-(1-(1-(difluoromethyl)-1H-pyrazol-4-yl)vinyl)-1H-indazol-5-yl)-3,5-difluorobenzenesulfonamide methyl-2-(4-ethynylbenzoylamino)-3-hydroxypropionate COC(C(CO)NC(C1=CC=C(C=C1)C#C)=O)=O.FC(N1N=CC(=C1)C(=C)N1NC2=CC=C(C=C2C1)C1(CC(=CC(=C1)F)S(=O)(=O)N)F)F